FC1=C(C=CC=C1C)C(=O)N1CCC2(C(N3[C@H](O2)CC[C@H]3C3=CC=CC=C3)=O)CC1 (5'S,7a'R)-1-(2-fluoro-3-methylbenzene-1-carbonyl)-5'-phenyl-tetrahydro-3'H-spiro-[piperidine-4,2'-pyrrolo[2,1-b][1,3]-oxazol]-3'-one